(R)-2-(1-amino-8-azaspiro[4.5]decan-8-yl)-3-methyl-5-(pyrazolo[1,5-a]pyridin-5-ylthio)pyrimidin-4(3H)-one hydrochloride Cl.N[C@@H]1CCCC12CCN(CC2)C2=NC=C(C(N2C)=O)SC2=CC=1N(C=C2)N=CC1